Thiourethane Acrylate C(C=C)(=O)O.NC(=S)OCC